N-n-propylacrylamide C(CC)NC(C=C)=O